1,2-propylene glycol monomethyl ether monoacetate C(C)(=O)OC(COC)C